C(C1=CC=CC=C1)[C@H]1N(CCN(C1)S(=O)(=O)C)C1=NC=C2C(=N1)N(N=C2C=2C(=C(C(=CC2F)Cl)O)F)C 3-(6-((R)-2-Benzyl-4-(methylsulfonyl)piperazin-1-yl)-1-methyl-1H-pyrazolo[3,4-d]pyrimidin-3-yl)-6-chloro-2,4-difluorophenol